tert-butyl 4-[1-(3-tetrahydropyran-2-yloxyphenyl)azetidin-3-yl]piperazine-1-carboxylate O1C(CCCC1)OC=1C=C(C=CC1)N1CC(C1)N1CCN(CC1)C(=O)OC(C)(C)C